tert-Butyl (S)-3-(2-((tert-butoxycarbonyl)amino)-2-methylpropyl)piperidine-1-carboxylate C(C)(C)(C)OC(=O)NC(C[C@H]1CN(CCC1)C(=O)OC(C)(C)C)(C)C